2,2-difluoroethanesulfonyl chloride FC(CS(=O)(=O)Cl)F